ClC=1C=NC(=C(C(=O)NC2CCC(CC2)CN2C(N(C3=C2C=CC=C3)C=3C=NC(=CC3)NC)=O)C1)C(F)(F)F 5-chloro-N-((1r,4r)-4-((3-(6-(methylamino)pyridin-3-yl)-2-oxo-2,3-dihydro-1H-benzo[d]imidazol-1-yl)methyl)cyclohexyl)-2-(trifluoromethyl)nicotinamide